OC1(CC(C1)C(=O)N1CC2(C1)CC(C2)CC=2C=CC=C1C=NN(C21)C)C ((1s,3s)-3-Hydroxy-3-methylcyclobutyl)(6-((1-methyl-1H-indazol-7-yl)methyl)-2-azaspiro[3.3]heptan-2-yl)methanone